Cl.C[C@@](N)(CCC1=CC=CC=C1)C(=O)O alpha-methyl-D-homophenylalanine hydrochloride